2-methylamino-1-hexanol CNC(CO)CCCC